7,7-dimethyl-3,4,7,8-tetrahydro-2H-cyclopenta[4,5]pyrrolo[1,2-a]pyrazin-1(6H)-one CC1(CC2=C(C=C3N2CCNC3=O)C1)C